2-hydroxy-3-(2-methylpyrimidin-5-yl)cyclohepta-2,4,6-trien-1-one OC=1C(C=CC=CC1C=1C=NC(=NC1)C)=O